N-(5-Chloro-1H-pyrrolo[3,2-b]pyridin-3-yl)-1-methyl-6-(trifluoromethyl)-1H-benzo[d]imidazol-2-amine ClC1=CC=C2C(=N1)C(=CN2)NC2=NC1=C(N2C)C=C(C=C1)C(F)(F)F